3,5-bis(trimethylsilyl)4-methoxybromobenzene C[Si](C=1C=C(C=C(C1OC)[Si](C)(C)C)Br)(C)C